CC1=CC=CC(=N1)CN1C(C2=CC(=CC=C2C1)B1OC(C(O1)(C)C)(C)C)=O 2-((6-methylpyridin-2-yl)methyl)-6-(4,4,5,5-tetramethyl-1,3,2-dioxaborolan-2-yl)isoindolin-1-one